C[C@H]1N(CCOC1)C1=CC(NC(=C1)C1=C(C=CC=C1)C(F)(F)F)=O 4-[(3R)-3-methylmorpholin-4-yl]-6-[2-(trifluoromethyl)phenyl]-1H-pyridin-2-one